nonadecyl chloride C(CCCCCCCCCCCCCCCCCC)Cl